FC1=C(C(=O)N[C@@H](CNC(=O)[C@H]2OC(OCC2(C)C)(C)C)C)C=C(C(=C1)F)F (S)-2,2,5,5-Tetramethyl-[1,3]dioxane-4-carboxylic acid [(R)-2-(2,4,5-trifluoro-benzoylamino)-propyl]-amide